ClC1=C2C=CC=NC2=C(C=C1)OCC(=O)[O-] (5-chloro-8-quinolineoxy)acetate